2-(((S)-1,2-dimethylpyrrolidin-2-ylmethoxy)-7-(naphthalen-1-yl)-5,6,7,8-tetrahydropyrido[3,4-d]pyrimidin-4-yl)piperazin-2-ylacetonitrile CN1[C@](CCC1)(C)COC=1N=C(C2=C(N1)CN(CC2)C2=CC=CC1=CC=CC=C21)C2(NCCNC2)CC#N